N,N,N',N'-tetramethyl-1,8-octanediamine CN(CCCCCCCCN(C)C)C